methyl 5-(methoxy-d3)-2-nitro-4-(4,4,5,5-tetramethyl-1,3,2-dioxaborolane-2-yl)benzoate C(OC=1C(=CC(=C(C(=O)OC)C1)[N+](=O)[O-])B1OC(C(O1)(C)C)(C)C)([2H])([2H])[2H]